4-((2-bromophenyl)amino)-2-((6-methoxy-2-(3-(2-(2-methoxyethoxy)ethoxy)propyl)-1,2,3,4-tetrahydroisoquinolin-7-yl)amino)pyrimidine-5-carboxamide BrC1=C(C=CC=C1)NC1=NC(=NC=C1C(=O)N)NC1=C(C=C2CCN(CC2=C1)CCCOCCOCCOC)OC